COC(C[C@@H](CI)NC(=O)OC(C)(C)C)=O (3S)-N-tert-butoxycarbonyl-3-amino-4-iodobutanoic acid methyl ester